ClC1=NC=2N([C@H](C(NC2C=N1)=O)CC)C(C)C (S)-2-chloro-7-ethyl-8-isopropyl-7,8-dihydropteridin-6(5H)-one